5-sulfonylpenta-2,3-dienenitrile S(=O)(=O)=CC=C=CC#N